methyl 2-(2-fluoro-3-methylphenyl)-4-iodo-5-[1-(benzenesulfonyl)-1H-pyrrolo[2,3-b]pyridin-4-yl]-1-{[2-(trimethylsilyl) ethoxy] methyl}-1H-pyrrole-3-carboxylate FC1=C(C=CC=C1C)C=1N(C(=C(C1C(=O)OC)I)C1=C2C(=NC=C1)N(C=C2)S(=O)(=O)C2=CC=CC=C2)COCC[Si](C)(C)C